(2-chloro-4-fluoro-phenyl)-[(1R,5S)-8-[6-[(4-phenyl-1-piperidyl)sulfonyl]-3H-benzotriazol-4-yl]-3,8-diazabicyclo[3.2.1]octan-3-yl]methanone ClC1=C(C=CC(=C1)F)C(=O)N1C[C@H]2CC[C@@H](C1)N2C2=CC(=CC=1N=NNC12)S(=O)(=O)N1CCC(CC1)C1=CC=CC=C1